3-[[4-[(2R)-2-[(5-deuteriospiro[2.3]hexan-5-yl)amino]-4-methyl-pentoxy]-6-(2,6-dimethylphenyl)-pyrimidin-2-yl]sulfamoyl]benzoic acid [2H]C1(CC2(CC2)C1)N[C@@H](COC1=NC(=NC(=C1)C1=C(C=CC=C1C)C)NS(=O)(=O)C=1C=C(C(=O)O)C=CC1)CC(C)C